N-(1-naphthyl)imidodisulfuric acid disodium salt [Na+].[Na+].C1(=CC=CC2=CC=CC=C12)N(S(=O)(=O)[O-])S(=O)(=O)[O-]